ethyl 5-((cyclopropylmethyl)(isopropyl)amino)-2-methylbenzofuran-3-carboxylate C1(CC1)CN(C=1C=CC2=C(C(=C(O2)C)C(=O)OCC)C1)C(C)C